methyl-3',4'-dihydro-[2,6'-biquinoline]-2'(1'H)-one CC=1C(=NC2=CC=CC=C2C1)C=1C=C2CCC(NC2=CC1)=O